rac-6-(4-(3-((6,6-dimethyl-3-oxo-4-(trifluoromethyl)-3,5,6,7-tetrahydro-2H-cyclopenta[c]pyridazin-7-yl)amino)propanoyl)piperazin-1-yl)nicotinonitrile CC1(CC=2C(=NNC(C2C(F)(F)F)=O)[C@@H]1NCCC(=O)N1CCN(CC1)C1=NC=C(C#N)C=C1)C |r|